(+/-)-alpha-ethyl-2-oxo-1-pyrrolidineacetic acid C(C)[C@H](C(=O)O)N1C(CCC1)=O |r|